N2,N4-Bis(3,5-dimethylphenyl)-5-fluoro-2,4-pyrimidinediamine CC=1C=C(C=C(C1)C)NC1=NC=C(C(=N1)NC1=CC(=CC(=C1)C)C)F